C1(CC1)OC=1C=C(C=CC1)C1=CC(=NN1C1=CC=CC2=C1N(C=N2)C)C(=O)OC Methyl 5-(3-cyclopropoxyphenyl)-1-(1-methyl-1H-1,3-benzodiazol-7-yl)-1H-pyrazole-3-carboxylate